N-(5-fluoro-1-methyl-2-oxo-1,2-dihydropyridin-3-yl)-7-methoxy-2-(tetrahydro-2H-pyran-4-yl)imidazo[1,2-a]pyridine-6-carboxamide trifluoroacetate FC(C(=O)O)(F)F.FC=1C=C(C(N(C1)C)=O)NC(=O)C=1C(=CC=2N(C1)C=C(N2)C2CCOCC2)OC